2-(4-(4-fluoro-2,6-dimethylphenoxy)-3-(5-iodo-4-methoxy-1-methyl-6-oxo-1,6-Dihydropyridin-3-yl)phenyl)propan-2-ylacetate FC1=CC(=C(OC2=C(C=C(C=C2)C(C)(C)CC(=O)[O-])C2=CN(C(C(=C2OC)I)=O)C)C(=C1)C)C